CN1N=CC(=C1C)C=O 1,5-dimethyl-1H-pyrazole-4-carbaldehyde